(dimethylaminomethylene)-4,4-dimethyl-3-oxo-pyrrolidine-1-carboxylic acid tert-butyl ester C(C)(C)(C)OC(=O)N1C(C(C(C1)(C)C)=O)=CN(C)C